3'-(hexane-1,6-diyl-disulfonyl)bis(1-(6-ethyl-2,6-dimethylcyclohex-3-en-1-yl)butan-1-one) C(CCCCCS(=O)(=O)C(C(=O)C1C(C=CCC1(C)CC)C)CC)S(=O)(=O)C(C(=O)C1C(C=CCC1(CC)C)C)CC